C(C)OP(O)(=O)C1=C(C=CC=C1)C(C1=C(C=C(C=C1C)C)C)=O 2,4,6-trimethyl-benzoyl-phenyl-phosphonic acid ethyl ester